C(C)(C)(C)N=C=NC(C)(C)C N,N'-di-(tert-butyl)carbodiimide